N1=CC=C(C2=CC=CC=C12)C=1C=NN2C1N=CC(=C2)C2=CC=C(C=C2)N2CCN(CC2)CC=2C=C(C=CC2)N2C(NC(CC2)=O)=O 1-(3-((4-(4-(3-(quinolin-4-yl)pyrazolo[1,5-a]pyrimidin-6-yl)phenyl)piperazin-1-yl)methyl)phenyl)dihydropyrimidine-2,4(1H,3H)-dione